tert-butyl (3S,5S)-3-[[4-[4-[4-[(E)-dimethylaminomethyleneamino]-2-methoxy-phenoxy]-2-methyl-thiazol-5-yl]pyrimidin-2-yl]amino]-5-fluoro-piperidine-1-carboxylate CN(C)\C=N\C1=CC(=C(OC=2N=C(SC2C2=NC(=NC=C2)N[C@@H]2CN(C[C@H](C2)F)C(=O)OC(C)(C)C)C)C=C1)OC